N-(2-bromo-6-(difluoromethoxy)-4-(perfluoropropan-2-yl)phenyl)-6-((thiophen-2-ylmethyl)amino)pyridineamide BrC1=C(C(=CC(=C1)C(C(F)(F)F)(C(F)(F)F)F)OC(F)F)NC(=O)C1=NC(=CC=C1)NCC=1SC=CC1